N-(cis-1-acetyl-2-(((4-fluoro-4-(3-fluorophenyl)cyclohexyl)oxy)-methyl)piperidin-3-yl)methanesulfonamide C(C)(=O)N1[C@H]([C@H](CCC1)NS(=O)(=O)C)COC1CCC(CC1)(C1=CC(=CC=C1)F)F